C(C)[C@@]1(CC[C@@H]2[C@H]3CC[C@@]4([C@H](CC[C@H]4[C@@H]3CC[C@H]2C1)[C@H](C)CC[C@@](C(F)(F)F)(C)O)C)O (3S,5S,8R,9R,10S,13R,14S,17R)-3-ethyl-13-methyl-17-((2R,5R)-6,6,6-trifluoro-5-hydroxy-5-methylhexan-2-yl)hexadecahydro-1H-cyclopenta[a]phenanthren-3-ol